trifluoromethoxy-[2,2'-bithiazole] FC(OC=1N=C(SC1)C=1SC=CN1)(F)F